[2H]COC1=C(C=CC(=C1)OC(F)(F)F)B(O)O [2-(Deutero)methoxy-4-(trifluoromethoxy)phenyl]boronic acid